(R)-N-(6-(3-(3,5-difluorophenyl)isoxazolidin-2-yl)pyrimidin-4-yl)-3-methoxy-7-(4-methylpiperazin-1-yl)-9H-carbazol-2-amine FC=1C=C(C=C(C1)F)[C@@H]1N(OCC1)C1=CC(=NC=N1)NC1=CC=2NC3=CC(=CC=C3C2C=C1OC)N1CCN(CC1)C